Br.ONC(C1=CC=C(C=C1)CN1N=CC(=C1)CN[C@H]1[C@@H](C1)C1=CC=CC=C1)=O N-hydroxy-4-((4-((((1R,2S)-2-phenylcyclopropyl)amino)methyl)-1H-pyrazol-1-yl)methyl)benzamide hydrobromide salt